N-(tert-butyl)-3-((S)-2-((E)-3-(4-chloro-2-fluorophenyl)acrylamido)-3-cyclopropylpropionamido)-2-hydroxy-4-((S)-2-oxopyrrolidin-3-yl)butanamide C(C)(C)(C)NC(C(C(C[C@H]1C(NCC1)=O)NC([C@H](CC1CC1)NC(\C=C\C1=C(C=C(C=C1)Cl)F)=O)=O)O)=O